COC=1C=C2CCN(CC2=CC1NC1=NC=C2C(=N1)N(N=C2C)[C@@H]2CC[C@H](CC2)O)C trans-4-(6-((6-methoxy-2-methyl-1,2,3,4-tetrahydroisoquinolin-7-yl)amino)-3-methyl-1H-pyrazolo[3,4-d]pyrimidin-1-yl)cyclohexan-1-ol